5-fluoro-3-formylbenzo[b]thiophene-7-carbonitrile FC1=CC2=C(SC=C2C=O)C(=C1)C#N